[C@@H](C)(CC)N1N=CC(=C1)C=1C=2N(C=C(N1)C=1C=NN(C1)C[C@@H](CO)O)N=CC2 (S)-3-(4-(4-(1-((R)-sec-butyl)-1H-pyrazol-4-yl)pyrazolo[1,5-a]pyrazin-6-yl)-1H-pyrazol-1-yl)propane-1,2-diol